FS(C1=CC=C(C=C1)C1(CCC1)O)(F)(F)(F)F 1-(4-(pentafluoro-λ6-sulfaneyl)phenyl)cyclobutan-1-ol